3-chloro-9-(2,4-difluorophenyl)-2-methyl-7-((2S,4R,6S)-2-methyl-6-(1-methyl-1H-pyrazol-4-yl)tetrahydro-2H-pyran-4-yl)-4H-pyrazino[1,2-a]pyrimidin-4-one ClC1=C(N=C2N(C1=O)C=C(N=C2C2=C(C=C(C=C2)F)F)[C@@H]2C[C@@H](O[C@@H](C2)C=2C=NN(C2)C)C)C